COC1=C(C=CC=C1C(F)(F)F)[C@@H]1[C@H](O[C@@]([C@@H]1C)(C(F)(F)F)C)C(=O)NC1=CC(=NC=C1)C(=O)N |o1:12,13,15,16| rel-(2S,3R,4R,5S)-4-[[3-[2-methoxy-3-(trifluoromethyl)phenyl]-4,5-dimethyl-5-(trifluoromethyl)tetrahydrofuran-2-carbonyl]amino]pyridine-2-carboxamide